N-(2-fluorobenzoyl)-O-(3-(2-(5,6,7,8-tetrahydro-1,8-naphthyridin-2-yl)ethyl)cyclobutyl)homoserine FC1=C(C(=O)N[C@@H](CCOC2CC(C2)CCC2=NC=3NCCCC3C=C2)C(=O)O)C=CC=C1